ClC1=C(C=CC=C1)C1=C(C=CC(=C1)CCO)S(=O)(=O)N1CCC(CC1)(C(=O)O)F 1-[2-(2-chlorophenyl)-4-(2-hydroxyethyl)phenyl]sulfonyl-4-fluoro-piperidine-4-carboxylic acid